OCC=1C=C(C=CC1OC1=CC=CC=C1)NC(NC1=CC=CC=C1)=O 3-[3-(Hydroxymethyl)-4-phenoxyphenyl]-1-phenylurea